NC1=CC=CC=C1.NC1=CC=CC=C1.[Na] sodium dianilin